FC(C=1C=C2C=NN(C2=C(C1)C(=O)NC1CC2(CC(C2)CC(=O)O)C1)CC=1C=NC(=NC1)C1=CC(=CC(=C1)OC)F)F (Ra)-2-(6-(5-difluoromethyl-1-((2-(3-fluoro-5-methoxyphenyl)pyrimidin-5-yl)methyl)-1H-indazole-7-carboxamido)spiro[3.3]heptan-2-yl)acetic acid